N-oleylaspartic acid C(CCCCCCC\C=C/CCCCCCCC)N[C@@H](CC(=O)O)C(=O)O